COC1=CC=CC=2NC(=NC21)C(=O)N2C(C1C(C2)CCC1)C(=O)O 2-(4-methoxy-1H-1,3-benzodiazole-2-carbonyl)-hexahydro-1H-cyclopenta[c]pyrrole-1-carboxylic acid